ClC=1C=C(C=CC1)C=1SC2=C(N1)CC[C@@]1([C@H]3CC[C@]4([C@H]([C@@H]3CC[C@H]12)CCC4=O)C)C (5aR,5bS,7aS,10aS,10bR,12aR)-2-(3-chlorophenyl)-5a,7a-dimethyl-4,5,5a,5b,6,7,7a,9,10,10a,10b,11,12,12a-tetradecahydro-8H-cyclopenta[7,8]phenanthro[2,1-d]thiazol-8-one